C(C)(C)C1=C(C(=O)O)C=CC=C1.C1=CC=CC=2C3=CC=CC=C3C(C12)COC(=O)N[C@@H](CC1=C(C=CC=C1)OC)C(=O)O N-[(9H-fluoren-9-ylmethoxy)carbonyl]-2-methoxy-L-phenylalanine i-propyl-benzoate